N1=CC(=CC2=CC=CC=C12)C1OC(=C(C1=O)OS(=O)(=O)CC1=CC=CC=C1)N 2-(3-quinolinyl)-4-[[phenylmethylsulfonyl]oxy]-5-amino-3(2H)-furanone